C(C)N1N=CC(=C1)C1=CC=C(S1)CN1C(NN=C1)=O 4-{[5-(1-ethyl-1H-pyrazol-4-yl)thiophen-2-yl]methyl}-2,4-dihydro-3H-1,2,4-triazol-3-one